OC=1C=CC(=NC1C)C1(C(=NC=CC1=O)NC(C)C)C (5-hydroxy-6-methylpyridin-2-yl)-2-(isopropylamino)-3-methylpyridin-4(3H)-one